8-((2S,5R)-4-(bis(4-fluorophenyl)methyl)-2,5-dimethylpiperazin-1-yl)-5-methyl-6-oxo-5,6-dihydro-1,5-naphthyridine-2-carbonitrile FC1=CC=C(C=C1)C(N1C[C@@H](N(C[C@H]1C)C1=CC(N(C=2C=CC(=NC12)C#N)C)=O)C)C1=CC=C(C=C1)F